FC1=C(C(=CC(=C1)[N+](=O)[O-])F)N1N=C(C=C1C)C(F)(F)F 1-(2,6-difluoro-4-nitro-phenyl)-5-methyl-3-(trifluoromethyl)pyrazole